N-benzyl-7-(7-chloroquinazolin-4-yl)-2-(4-methoxyphenyl)-3-oxo-6,8-dihydro-5H-imidazo[1,5-a]pyrazine-1-carboxamide C(C1=CC=CC=C1)NC(=O)C=1N(C(N2C1CN(CC2)C2=NC=NC1=CC(=CC=C21)Cl)=O)C2=CC=C(C=C2)OC